COC(NC=1NC2=C(N1)C=CC=C2)=O methyl-benzimidazole-carbamate